(3R)-3-{3-Chloro-7H-pyrrolo[2,3-c]pyridazin-7-yl}-1-methylpyrrolidin-2-one ClC1=CC2=C(N=N1)N(C=C2)[C@H]2C(N(CC2)C)=O